CNC(=O)C1=CN=CC=C1 The molecule is a pyridinecarboxamide that is nicotinamide in which one of the amide hydrogens is substituted by a methyl group. It has a role as a metabolite. It derives from a nicotinamide.